4-[2-isopropoxyethyl-[4-(5,6,7,8-tetrahydro-1,8-naphthyridin-2-yl)butyl]amino]-2-[[2-(1-methylcyclopropyl)acetyl]amino]butanoic acid C(C)(C)OCCN(CCC(C(=O)O)NC(CC1(CC1)C)=O)CCCCC1=NC=2NCCCC2C=C1